The molecule is a thioadenosine that is adenosine in which the hydroxy group at C-5' is replaced by a 3-aminopropyl group. It is a thioadenosine, an organic sulfide and a primary amino compound. C1=NC(=C2C(=N1)N(C=N2)[C@H]3[C@@H]([C@@H]([C@H](O3)CSCCCN)O)O)N